C(N)(O[C@H]1CSC2=C(NC1=O)C=C(C=C2)C=2OC(=NN2)Br)=O (3R)-7-(5-bromo-1,3,4-oxadiazol-2-yl)-4-oxo-3,5-dihydro-2H-1,5-benzothiazepin-3-yl carbamate